C(C1=CC=CC=C1)(C1=CC=CC=C1)=NC(C(=O)OC)C=1N=C(N(C(C1)=O)C)C methyl 2-(benzhydrylideneamino)-2-(1,2-dimethyl-6-oxo-pyrimidin-4-yl)acetate